3-(4-chlorophenyl)-3-(3,4-dimethoxyphenyl)-acrylic acid ClC1=CC=C(C=C1)C(=CC(=O)O)C1=CC(=C(C=C1)OC)OC